BrC1=CC=C(C=C1)NC1=NC(=NC=C1C=O)SC 4-(4-bromophenylamino)-2-(methylthio)pyrimidine-5-carbaldehyde